N-cyclopentylacetoacetamide CC(=O)CC(=O)NC1CCCC1